1-(4-fluorobenzyl)piperazine FC1=CC=C(CN2CCNCC2)C=C1